4-(3,6-diazabicyclo[3.2.0]hept-6-yl)-1-(benzenesulfonyl)-1H-pyrrolo[2,3-b]pyridine-5-carbonitrile C12CNCC2N(C1)C1=C2C(=NC=C1C#N)N(C=C2)S(=O)(=O)C2=CC=CC=C2